S(N)(OC[C@@H]1OC(O[C@H]1C1=C(C=CC=C1)I)(CC)CC)(=O)=O ((4S,5S)-5-(2-iodophenyl)-2,2-diethyl-1,3-dioxolan-4-yl)methyl sulfamate